2-amino-2-(3-methyloxetan-3-yl)acetonitrile NC(C#N)C1(COC1)C